4-bromonicotinate BrC1=CC=NC=C1C(=O)[O-]